2-(6-(2-ethyl-4-((8-(methylsulfonyl)-3,8-diazabicyclo[3.2.1]octan-3-yl)methyl)phenyl)pyridin-3-yl)-1,1,1,3,3,3-hexafluoropropan-2-ol C(C)C1=C(C=CC(=C1)CN1CC2CCC(C1)N2S(=O)(=O)C)C2=CC=C(C=N2)C(C(F)(F)F)(C(F)(F)F)O